3-{2-Amino-6-[1-({6-[2-hydroxy(2H6)propan-2-yl]pyridin-2-yl}methyl)-1H-1,2,3-triazol-4-yl]pyrimidin-4-yl}-2-methylbenzonitrile NC1=NC(=CC(=N1)C=1C(=C(C#N)C=CC1)C)C=1N=NN(C1)CC1=NC(=CC=C1)C(C([2H])([2H])[2H])(C([2H])([2H])[2H])O